N1(N=CC=C1)C=1C=C(C=CC1)C1=CC(=NN1)NC1=C(C=C(C=C1)NS(=O)(=O)C)C N-(4-((5-(3-(1H-pyrazol-1-yl)phenyl)-1H-pyrazol-3-yl)amino)-3-methylphenyl)methansulfonamid